N-((1-(3-(trifluoromethyl)benzyl)-1,2,3,4-tetrahydroquinolin-3-yl)methyl)acrylamide FC(C=1C=C(CN2CC(CC3=CC=CC=C23)CNC(C=C)=O)C=CC1)(F)F